aminobenzeneisophthalic acid NC1=C(C=CC=C1)C1=CC=C(C=C1C(=O)O)C(=O)O